4-chloro-6-(6-methoxy-5-nitropyridin-3-yl)pyrido[3,2-d]pyrimidine ClC=1C2=C(N=CN1)C=CC(=N2)C=2C=NC(=C(C2)[N+](=O)[O-])OC